bis[4-(3,4-dihydro-2H-1,3-benzoxazin-3-yl) cyclohexyl] ether O1CN(CC2=C1C=CC=C2)C2CCC(CC2)OC2CCC(CC2)N2COC1=C(C2)C=CC=C1